N-(4-(N-(3-chloro-2-methylphenyl)sulfamoyl)phenyl)-3-(methylsulfonyl)benzenesulfonamide ClC=1C(=C(C=CC1)NS(=O)(=O)C1=CC=C(C=C1)NS(=O)(=O)C1=CC(=CC=C1)S(=O)(=O)C)C